CC(CCCC=C)=CC 6-methyl-1,6-octadiene